BrC(C(=O)NC=1N=CN(C1)C(C1=CC=CC=C1)(C1=CC=CC=C1)C1=CC=CC=C1)C 2-bromo-N-(1-trityl-1H-imidazol-4-yl)propanamide